(7-((1-(4-chlorobenzyl)piperidin-3-yl)methyl)-2-methylpyrazolo[1,5-a]pyrimidin-3-yl)-N,N-dimethylmethylamine ClC1=CC=C(CN2CC(CCC2)CC2=CC=NC=3N2N=C(C3CN(C)C)C)C=C1